OC1=C(C=CC(=C1)CCCCO)C1=NC(=NC(=N1)C1=C(C=C(C=C1)C)C)C1=C(C=C(C=C1)C)C 2-[2-hydroxy-4-(4-hydroxybutyl)phenyl]-4,6-bis(2,4-dimethylphenyl)-s-triazine